(R)-4-((4-(4-Methoxy-4-methylpiperidin-1-yl)-1-(phenylthio)butan-2-yl)amino)-3-((trifluoromethyl)sulfonyl)benzenesulfonamide COC1(CCN(CC1)CC[C@H](CSC1=CC=CC=C1)NC1=C(C=C(C=C1)S(=O)(=O)N)S(=O)(=O)C(F)(F)F)C